COC1(COCC1)C=1C(=NC=CC1C)C1=CC2=C(C=N1)NC(N2)=O 6-(3-(3-methoxytetrahydrofuran-3-yl)-4-methylpyridin-2-yl)-1,3-dihydro-2H-imidazo[4,5-c]Pyridin-2-one